C(C)NC(CCl)CCl 2-ethylamino-1,3-dichloropropane